(2S,4R)-4-(2-benzyloxyethoxy)pyrrolidine-2-carboxylic acid methyl ester COC(=O)[C@H]1NC[C@@H](C1)OCCOCC1=CC=CC=C1